COC=1C(=CC=C2CN(C(C12)=O)C1C(NC(CC1)=O)=O)S(=O)(=O)C 3-(7-methoxy-6-(methylsulfonyl)-1-oxoisoindolin-2-yl)piperidine-2,6-dione